BrC(=C(C)C)C1C2=CC=CC=C2C=2C=CC=CC12 9-(1-bromo-2-methylpropan-1-en-1-yl)-9H-fluorene